(trifluoromethyl)phthalazin-1(2H)-one FC(F)(F)N1C(C2=CC=CC=C2C=N1)=O